ClC1=C(C=C(C(=C1)C(C)NC1=C2N=CNC2=NC=N1)C1=CC(=CC=C1)F)C 4-chloro-3'-fluoro-3-methyl-6-[1-(9H-purin-6-ylamino)ethyl]biphenyl